C(C)C=1C(=CC=C2C=C(C=C(C12)C1=C(C=2N=C(N=C(C2C=N1)N1CCOCC(C1)=O)OC[C@]12CCCN2C[C@@H](C1)F)F)O)F 4-(7-(8-ethyl-7-fluoro-3-hydroxynaphthalen-1-yl)-8-fluoro-2-(((2R,7aS)-2-fluorotetrahydro-1H-pyrrolizin-7a(5H)-yl)methoxy)pyrido[4,3-d]pyrimidin-4-yl)-1,4-oxazepan-6-one